2,3-difluoro-1,4-phenylenediamine FC1=C(C=CC(=C1F)N)N